NC1=C(C(N(C2=CC(=CC=C12)Cl)C1=CC=CC=C1)=O)C(=O)O 4-amino-7-chloro-2-oxo-1-phenyl-1,2-dihydroquinolin-3-carboxylic acid